C(C)C1N(C2=CC=C(C=C2CC1)CC)S(=O)(=O)C1=CC(=C(OC2S(CC2)(=O)=O)C=C1)CO (4-((2,6-diethyl-3,4-dihydroquinolin-1(2H)-yl)sulfonyl)-2-(hydroxymethyl)phenoxy)thietane 1,1-dioxide